ClC1=NC=C(C=N1)C#C[Si](C)(C)C 2-chloro-5-((trimethylsilyl)ethynyl)pyrimidine